1'-[trans-4-(pyridin-2-yloxy)cyclohexyl]-4'H,6'H-spiro[1,3-dioxolane-2,5'-[1,2,4]triazolo[4,3-a][1]benzazepine] N1=C(C=CC=C1)O[C@@H]1CC[C@H](CC1)C1=NN=C2N1C1=C(CC3(C2)OCCO3)C=CC=C1